FC(C1=C(C(=O)N2CC3(C2)CC(C3)OC=3C=CC(=NC3C(=O)N[C@H]3CNCC3)C=3C(=NC=CC3)OCC)C=CC(=C1)F)F 5-({2-[2-(difluoromethyl)-4-fluorobenzoyl]-2-azaspiro[3.3]heptan-6-yl}oxy)-2'-ethoxy-N-[(3R)-pyrrolidin-3-yl]-[2,3'-bipyridine]-6-carboxamide